5-(azidomethyl)-6-chloro-2-(methoxymethyl)imidazo[2,1-b][1,3,4]Thiadiazole N(=[N+]=[N-])CC1=C(N=C2SC(=NN21)COC)Cl